N-[2-methyl-5-(5-methylfuran-2-yl)-[1,2,4]triazolo[1,5-c]pyrimidin-7-yl]azetidine CC1=NN2C(=NC(=CC2=N1)N1CCC1)C=1OC(=CC1)C